(6-bromopyridin-3-yl)-2-(1H-imidazol-1-yl)-5H-pyrrolo[3,2-d]pyrimidine-4-carboxamide BrC1=CC=C(C=N1)N1C=CC=2N=C(N=C(C21)C(=O)N)N2C=NC=C2